7-(4-Chlorobenzyl)-8-(3,4-dichlorophenoxy)1-(3-hydroxypropyl)-3-methyl-1H-purine-2,6(3H,7H)-dione ClC1=CC=C(CN2C(=NC=3N(C(N(C(C23)=O)CCCO)=O)C)OC2=CC(=C(C=C2)Cl)Cl)C=C1